tert-butyl (S)-2-((((allyloxy)carbonyl)amino)oxy)-2-((R)-6-(1-((S)-3-((tert-butoxycarbonyl)amino)-2-((tertbutyldimethylsilyl)oxy)propyl)-1H-pyrazol-4-yl)chroman-2-yl)propanoate C(C=C)OC(=O)NO[C@@](C(=O)OC(C)(C)C)(C)[C@@H]1OC2=CC=C(C=C2CC1)C=1C=NN(C1)C[C@H](CNC(=O)OC(C)(C)C)O[Si](C)(C)C(C)(C)C